2,4-dichloro-7-(8-ethynyl-7-fluoronaphthalen-1-yl)-8-fluoropyrido-[4,3-d]pyrimidine ClC=1N=C(C2=C(N1)C(=C(N=C2)C2=CC=CC1=CC=C(C(=C21)C#C)F)F)Cl